5-bromo-1,4-dimethyl-1H-imidazole BrC1=C(N=CN1C)C